CC1=C(C(=CC(=C1)C)C)C1C(C(=C(C=C1Cl)Cl)C1=C(C=C(C=C1C)C)C)=C1NCCN1 1,3-bis(2,4,6-trimethylphenyl)-2-(imidazolidinylidene)(dichlorobenzene)